9H-Carbazole-4-carbonitrile C1=CC=C(C=2C3=CC=CC=C3NC12)C#N